N-(4-fluoro-3-methylphenyl)-3-(2-oxo-2-((1-(trifluoromethyl)cyclopropyl)amino)acetyl)-5,6,7,8-tetrahydroindolizine-1-carboxamide FC1=C(C=C(C=C1)NC(=O)C=1C=C(N2CCCCC12)C(C(NC1(CC1)C(F)(F)F)=O)=O)C